CN1C(=NC2=C1C=CC(=C2)NCC2OCC(C2)C)N 1-methyl-N5-((4-methyltetrahydrofuran-2-yl)methyl)-1H-benzo[d]imidazole-2,5-diamine